6-Chloro-3-[(1R)-1-[2-(2-cyclopropylpyrimidin-5-yl)-3,6-dimethyl-4-oxo-chromen-8-yl]ethoxy]pyridine-2-carboxamide ClC1=CC=C(C(=N1)C(=O)N)O[C@H](C)C=1C=C(C=C2C(C(=C(OC12)C=1C=NC(=NC1)C1CC1)C)=O)C